(2R,3R,4S,5R)-2-(6-aminopurin-9-yl)-5-methyloxolane-3,4-diol NC1=C2N=CN(C2=NC=N1)[C@@H]1O[C@@H]([C@H]([C@H]1O)O)C